fluoro-6'-[(2-methoxyethoxy)methoxy]-3',4'-dihydro-1'H-spiro[[1,3]dioxolane-2,2'-naphthalene] FC1C2(CCC3=CC(=CC=C13)OCOCCOC)OCCO2